FC=1C=CC(=C(CNC2=CC=C3C(=NNC3=C2)C(=O)NO)C1)OC 6-((5-Fluoro-2-methoxybenzyl)amino)-N-hydroxy-1H-indazole-3-carboxamide